C(C=1C=C(C=CC1)NC(OC(C)(C)C)=O)([2H])([2H])[2H] tert-butyl (3-(methyl-d3)phenyl)carbamate